OC(CC1=CC(=C(C=C1)CCC=O)C)(C)C 3-[4-(2-hydroxy-2-methylpropyl)-2-methylphenyl]propanal